6-Methoxy-5-(3-morpholinopropoxy)-3-nitropyridinecarbonitrile COC1=C(C=C(C(=N1)C#N)[N+](=O)[O-])OCCCN1CCOCC1